COC1=CC2=C(C3=C1N(C=N3)COCC[Si](C)(C)C)C=C(S2)C(=O)O 4-Methoxy-3-((2-(trimethylsilyl)ethoxy)methyl)-3H-thieno[3',2':3,4]benzo[1,2-d]imidazole-7-carboxylic acid